C1(CC1)C=1C=CC(=C(C1)[C@@H](C)N)F (1R)-1-(5-cyclopropyl-2-fluorophenyl)ethanamine